4-tert-butylbenzeneacetophenone oxime C(C)(C)(C)C1=CC=C(C=C1)CC(C1=CC=CC=C1)=NO